5-methyl-4H-Isoxazole-5-carboxylic acid ethyl ester C(C)OC(=O)C1(CC=NO1)C